BrC1=CC=CC2=C1N(C(=N2)C)CC(CN(C(OC(C)(C)C)=O)C)OCCO[Si](C)(C)C(C)(C)C tert-butyl N-[3-(7-bromo-2-methyl-benzimidazol-1-yl)-2-[2-[tert-butyl(dimethyl)silyl]oxyethoxy]propyl]-N-methyl-carbamate